chloro[1,3-bis(2,6-di-i-propyl-phenyl)imidazol-2-ylidene]copper Cl[Cu]=C1N(C=CN1C1=C(C=CC=C1C(C)C)C(C)C)C1=C(C=CC=C1C(C)C)C(C)C